ClC1=CC(=C(C=C1)C1=NC(=CC2=C1N=C(N(C2=O)C)C)N2CC(OCC2)C=2C=NN(C2)C)F 8-(4-chloro-2-fluoro-phenyl)-2,3-dimethyl-6-[2-(1-methylpyrazol-4-yl)morpholin-4-yl]pyrido[3,4-d]pyrimidin-4-one